(2R)-{[(2S,5R)-2-carbamoyl-3-methyl-7-oxo-1,6-diazabicyclo[3.2.1]Oct-3-en-6-yl]Oxy}(fluoro)acetic acid 2,4-dimethylpent-3-yl ester CC(C)C(C(C)C)OC([C@@H](F)ON1[C@@H]2C=C([C@H](N(C1=O)C2)C(N)=O)C)=O